FC(C1=CC(NC=C1CCN(C)C)=O)F 4-(Difluoromethyl)-5-(2-(dimethylamino)ethyl)pyridin-2(1H)-one